(S)-2-(((6-(4-fluorophenoxy)pyridin-3-yl)methyl)amino)-7,8-dimethyl-7,8-dihydropteridin FC1=CC=C(OC2=CC=C(C=N2)CNC2=NC=3N([C@H](C=NC3C=N2)C)C)C=C1